1,2-dibenzoyl-benzene methyl-3-bromo-5-(2-(1-methyl-1H-pyrazol-4-yl)morpholino)-2-nitrobenzoate COC(C1=C(C(=CC(=C1)N1CC(OCC1)C=1C=NN(C1)C)Br)[N+](=O)[O-])=O.C(C1=CC=CC=C1)(=O)C1=C(C=CC=C1)C(C1=CC=CC=C1)=O